ClC1=C2C=CC=NC2=C(C=C1)O 5-Chloro-8-hydroxyquinoline